C(C)(C)(C)OC(=O)N1CC=2N(CC1)C(=NN2)C(=O)O 7-(tert-butoxycarbonyl)-5,6,7,8-tetrahydro-[1,2,4]triazolo[4,3-a]pyrazine-3-carboxylic acid